(S)-(4-(7-chloropyrazolo[1,5-a]pyridin-2-yl)-6,7-dihydro-1H-imidazo[4,5-c]pyridin-5(4H)-yl)(5-(1-methyl-1H-pyrazol-4-yl)-1,3,4-oxadiazol-2-yl)methanone ClC1=CC=CC=2N1N=C(C2)[C@H]2N(CCC1=C2N=CN1)C(=O)C=1OC(=NN1)C=1C=NN(C1)C